FC=1C=NC(=NC1)O[C@@H]1CNC[C@H]1OCC1=CC=C(C=C1)C(F)(F)F trans-5-fluoro-2-((4-((4-(trifluoromethyl)benzyl)oxy)pyrrolidin-3-yl)oxy)pyrimidine